ClC1=CC(=C2C(=N1)N=C(O2)NC2CN(CCC2)C)C 5-chloro-7-methyl-N-(1-methylpiperidin-3-yl)oxazolo[4,5-b]pyridin-2-amine